ClC=1C=C(C=CC1F)NC(N(C=1C=NC(=NC1)OC)CC1=NNC(=C1CC(C)(C)O)C(F)(F)F)=O 3-(3-chloro-4-fluorophenyl)-1-((4-(2-hydroxy-2-methylpropyl)-5-(trifluoromethyl)-1H-pyrazol-3-yl)methyl)-1-(2-methoxypyrimidin-5-yl)urea